5,5a,6,7,8,9-hexahydropyrido[3',2':4,5]imidazo[1,2-a]pyrazine N1=CC=CC=2NC3N(CCNC3)C21